C(C1=CC=CC=C1)OC1=NC(=CC=C1C=1OC2=C(N1)C=CC(=C2)C(=O)OC)OCC2=CC=CC=C2 methyl 2-(2,6-bis(benzyloxy)pyridin-3-yl)benzo[d]oxazole-6-carboxylate